FC(=CC1=C(C=CC=C1)C1=CC=C(C=C1)C(F)(F)F)F (2,2-difluorovinyl)-4'-(trifluoromethyl)-1,1'-biphenyl